2-(3-(3-(methoxymethyl)-1-(4-methyl-4H-1,2,4-triazol-3-yl)cyclobutyl)phenyl)-6-(((1-methylcyclobutyl)amino)methyl)-4-(trifluoromethyl)isoindolin-1-one COCC1CC(C1)(C1=NN=CN1C)C=1C=C(C=CC1)N1C(C2=CC(=CC(=C2C1)C(F)(F)F)CNC1(CCC1)C)=O